2,2'-(1,4,7,10,13,16,21,24-octaazabicyclo[8.8.8]hexacosane-4,13-diyl)bis(1-phenylethan-1-ol) N12CCN(CCNCCN(CCN(CCNCC1)CC(O)C1=CC=CC=C1)CCNCCNCC2)CC(O)C2=CC=CC=C2